ClC=1C(=NC2=CC(=C(N=C2C1N[C@H](C)C1=CC(=C(C=C1)F)F)C=1C=NC(=CC1)P(=O)(C)C)F)C 3-chloro-N-[(1R)-1-(3,4-difluorophenyl)ethyl]-6-[6-(dimethylphosphoryl)pyridin-3-yl]-7-fluoro-2-methyl-1,5-naphthyridin-4-amine